diisobutyl (dicyclohexylmethylene)malonate C1(CCCCC1)C(C1CCCCC1)=C(C(=O)OCC(C)C)C(=O)OCC(C)C